FC(C1=C2C(=NNC1=O)C(CC2)N2C[C@@H](OCC2)C(=O)N2CCN(CC2)C2=NC=C(C=N2)C(F)(F)F)(F)F 4-(trifluoromethyl)-7-((R)-2-(4-(5-(trifluoromethyl)pyrimidin-2-yl)piperazine-1-carbonyl)morpholino)-2,5,6,7-tetrahydro-3H-cyclopenta[c]pyridazin-3-one